O=C(CC#N)C 3-oxobutyronitril